C1(=CC=CC=C1)O.C1(=CC=CC=C1)O.C1(=CC=CC=C1)O.C1(=CC=CC=C1)O.[Zr] zirconium tetraphenol